4-(3-Chloro-4-fluorophenyl)-5-[4-[(3S)-1-(3-fluoropropyl)pyrrolidin-3-yl]oxyphenyl]-2,3-dihydro-1-benzothiepin-7-ol ClC=1C=C(C=CC1F)C=1CCSC2=C(C1C1=CC=C(C=C1)O[C@@H]1CN(CC1)CCCF)C=C(C=C2)O